((R)-1-(((((3S,4S)-1-acryloyl-4-fluoropyrrolidin-3-yl)oxy)carbonyl)amino)-2-phenylethyl)boronic acid C(C=C)(=O)N1C[C@@H]([C@H](C1)F)OC(=O)N[C@@H](CC1=CC=CC=C1)B(O)O